2,2'-methylenebis(4-methyl-6-methylcyclohexylphenol) C(C1=C(C=CC=C1C1CCC(CC1C)C)O)C1=C(C=CC=C1C1CCC(CC1C)C)O